C(=C)C=1C=CC=2N(C3=CC=CC=C3C2C1)CC1=CC=C(C=C1)CP(OC(C)(C)C)(OC(C)(C)C)=O di-tert-butyl ((4-((3-vinyl-9H-carbazole-9-yl)methyl)phenyl)methyl)phosphonate